Benzhydryl-1-(6-(2-methyl-[1,1'-biphenyl]-3-yl)pyridin-3-yl)-5,8,11,14-tetraoxa-2-azaheptadecan-17-amide C(C1=CC=CC=C1)(C1=CC=CC=C1)C(NCCOCCOCCOCCOCCC(=O)N)C=1C=NC(=CC1)C=1C(=C(C=CC1)C1=CC=CC=C1)C